methyl 1,3-bis(2,4-difluorophenyl)-5-methyl-4-(thiophen-3-yl)-4,5-dihydro-1H-pyrazole-5-carboxylate FC1=C(C=CC(=C1)F)N1N=C(C(C1(C(=O)OC)C)C1=CSC=C1)C1=C(C=C(C=C1)F)F